C(#N)C1=CC=CC(=N1)C#CC1=CC2=C(OC[C@@H](C(N2C)=O)NC(C2=NC=CC(=C2)OC2=CC=CC=C2)=O)C=C1 (S)-N-(7-((6-Cyanopyridin-2-yl)ethynyl)-5-methyl-4-oxo-2,3,4,5-tetrahydrobenzo[b][1,4]oxazepin-3-yl)-4-phenoxypicolinamid